methoxyethoxyethyl methacrylate C(C(=C)C)(=O)OCCOCCOC